C(C)(C)(C)OC(=O)N([C@@H](CC(C)C)C(=O)N1[C@H](CCCC1)C(=O)OC)C methyl (R)-1-(N-(tert-butoxycarbonyl)-N-methyl-L-leucyl)piperidine-2-carboxylate